C(C)C(CN)CC 2-ethylbutyl-amine